FC1=CC=C(C=2N=C(SC21)N)C2=C(C=C1C(=NC(=NC1=C2F)OC[C@]21CCCN1C[C@@H](C2)F)N[C@H]2CNCC2)C(F)(F)F 7-fluoro-4-(8-fluoro-2-(((2R,7aS)-2-fluorotetrahydro-1H-pyrrolizin-7a(5H)-yl)methoxy)-4-(((R)-pyrrolidin-3-yl)amino)-6-(trifluoromethyl)quinazolin-7-yl)benzo[d]thiazol-2-amine